6-(3-((1-fluoro-2-methylpropan-2-yl)amino)-2-(4-((4-((3-methoxyazetidin-1-yl)methyl)phenyl)ethynyl)phenyl)propyl)-5-hydroxypyrimidin-4(3H)-one FCC(C)(C)NCC(CC1=C(C(NC=N1)=O)O)C1=CC=C(C=C1)C#CC1=CC=C(C=C1)CN1CC(C1)OC